3-((difluoromethyl)sulfonyl)-N-((2-(2-(1-fluorocyclopropyl)pyrimidin-4-yl)-1,6-naphthyridin-7-yl)methyl)benzamide FC(S(=O)(=O)C=1C=C(C(=O)NCC2=NC=C3C=CC(=NC3=C2)C2=NC(=NC=C2)C2(CC2)F)C=CC1)F